N1(C=NC=C1)C1=CC(=NC(=C1)C1=CN=CS1)C(=O)NC1CCC(CC1)OCCOC 4-(1H-imidazol-1-yl)-N-((1r,4r)-4-(2-methoxyethoxy)cyclohexyl)-6-(thiazol-5-yl)picolinamide